OC(C(=O)OCC)(C#C)C Ethyl 2-hydroxy-2-methyl-but-3-ynoate